1,5-dichloro-3-pentanone ClCCC(CCCl)=O